((3ar,4s,6r,6as)-4-(((tert-butyldiphenylsilyl)oxy)methyl)-6-(4-chloro-7H-pyrrolo[2,3-d]pyrimidin-7-yl)-2,2-dimethyltetrahydro-3aH-cyclopenta[d][1,3]dioxol-4-yl)methanol [Si](C1=CC=CC=C1)(C1=CC=CC=C1)(C(C)(C)C)OC[C@]1(C[C@H]([C@@H]2OC(O[C@@H]21)(C)C)N2C=CC1=C2N=CN=C1Cl)CO